FC(C=1C=CC(=NC1)C(=O)O)(F)F 5-(trifluoromethyl)picolinic acid